(4-(2-(2,2,2-trifluoroethoxy)pyridin-4-yl)tetrahydro-2H-pyran-4-yl)carbamic acid tert-butyl ester C(C)(C)(C)OC(NC1(CCOCC1)C1=CC(=NC=C1)OCC(F)(F)F)=O